ClC=1N=C(C=C2C1OCCC2)[N+](=O)[O-] 8-chloro-6-nitro-3,4-dihydro-2H-pyrano[2,3-c]pyridine